((3S,4S)-8-(6-amino-5-((8-chloro-2-methylimidazo[1,2-a]pyridin-7-yl)thio)pyrazin-2-yl)-3-methyl-2-oxa-8-azaspiro[4.5]decan-4-yl)carbamic acid tert-butyl ester C(C)(C)(C)OC(N[C@@H]1[C@@H](OCC12CCN(CC2)C2=NC(=C(N=C2)SC2=C(C=1N(C=C2)C=C(N1)C)Cl)N)C)=O